9-(4-fluorophenyl)-1,8-dimethoxy-9H-xanthen-9-ol FC1=CC=C(C=C1)C1(C2=C(C=CC=C2OC=2C=CC=C(C12)OC)OC)O